(5-(5-(((3s,5s,7s)-adamantan-1-yl)amino)pent-1-yn-1-yl)-2-methyl-4-oxoquinazolin-3(4H)-yl)piperidine-2,6-dione C12(CC3CC(CC(C1)C3)C2)NCCCC#CC2=C3C(N(C(=NC3=CC=C2)C)N2C(CCCC2=O)=O)=O